C1(=CC=CC=C1)N1N=NN=C1SC(=O)OCC 1-phenyl-5-ethoxycarbonylthiotetrazole